C(C)(C)(C)C1=CC=C(C=C1)NC1CCC(CC1)CCCC(=O)N 4-(4-((4-(tert-butyl)phenyl)amino)cyclohexyl)butanamide